NC=1C=C2CCN(CC2=CC1)C(=O)[O-].N[N+]1=C(C=CC=C1C(=O)OC)CC#N 1-amino-2-(cyanomethyl)-6-(methoxycarbonyl)pyridin-1-ium 6-Amino-3,4-dihydroisoquinoline-2(1H)-carboxylate